(E)-3-(2,6-dimethoxy-4-(2-methyl-1-oxo-1,2-dihydro-2,7-naphthyridin-4-yl)phenyl)acrylic acid COC1=C(C(=CC(=C1)C1=CN(C(C2=CN=CC=C12)=O)C)OC)/C=C/C(=O)O